N1=CC(=CC=C1)NC(CCCC1=CC=C(C=C1)C=1C=C2C=CC=NC2=CC1)=O N-(pyridin-3-yl)-4-(4-(quinolin-6-yl)phenyl)butanamide